C1(CCCCC1)P(C1=C(C=CC=C1)C1=C(C=C(C=C1C(C)C)C(C)C)C(C)C)C1CCCCC1 dicyclohexyl[2',4',6'-tri(propan-2-yl)-[1,1'-biphenyl]-2-yl]phosphine